methyl 4-((2R,3S,4S,5R)-3-(6-(difluoromethyl)-2-hydroxypyridin-3-yl)-4,5-dimethyl-5-(trifluoromethyl)tetrahydrofuran-2-carboxamido)picolinate FC(C1=CC=C(C(=N1)O)[C@H]1[C@@H](O[C@]([C@H]1C)(C(F)(F)F)C)C(=O)NC1=CC(=NC=C1)C(=O)OC)F